C(C)OC(=O)C=1N=C(OC1C1=CC=C(C=C1)S(=O)(=O)C)C1=CC=C(C=C1)C(F)(F)F 5-(4-(methylsulfonyl)phenyl)-2-(4-(trifluoromethyl)phenyl)Oxazole-4-carboxylic acid ethyl ester